C(C)(=O)C=1C=C(C(=NC1C)C(=O)OCC)C1=CC=CC=C1 Ethyl 5-Acetyl-6-methyl-3-phenylpicolinate